(R)-5-chloro-2-(4-((1-(2-fluoroethyl)piperidin-3-yl)amino)pyrido[3,4-d]pyridazin-1-yl)phenol ClC=1C=CC(=C(C1)O)C1=C2C(=C(N=N1)N[C@H]1CN(CCC1)CCF)C=NC=C2